COC(COC1=CC=C(C=C1)C1=N[C@H](C=2N(C3=C1C(=C(S3)C)C)C(=NN2)C)C)=O {4-[(6S)-2,3,6,9-tetramethyl-6H-thieno[3,2-f][1,2,4]triazolo[4,3-a][1,4]diazepin-4-yl]phenoxy}acetic acid methyl ester